[S-2].[S-2].[Ag+].[Ag+].[Ag+].[Ag+] silver-disulfide